(9H-fluoren-9-yl)methyl (S)-(1-hydroxy-3-methoxypropan-2-yl-1,1-d2)carbamate OC([C@@H](COC)NC(OCC1C2=CC=CC=C2C=2C=CC=CC12)=O)([2H])[2H]